FC1=C(C=CC(=C1)F)C1=CC(=NO1)C(=O)N1CC2=CC=CC=C2C(C1)C=1C=NN(C1F)C [5-(2,4-difluorophenyl)isoxazol-3-yl]-[4-(5-fluoro-1-methyl-pyrazol-4-yl)-3,4-dihydro-1H-isoquinolin-2-yl]methanone